7-(tetrahydro-pyran-4-yl)-1H-pyrazolo[4,3-b]pyridine O1CCC(CC1)C1=C2C(=NC=C1)C=NN2